C1CCCC12CCN(CC2)S(=O)(=O)C=2C(=C(C=CC2Cl)NC=2C(C(C2N[C@H](CC)C2=CC=CC=C2)=O)=O)O 3-(3-(8-azaspiro[4.5]decan-8-ylsulfonyl)-4-chloro-2-hydroxyphenylamino)-4-((R)-1-phenylpropylamino)cyclobut-3-ene-1,2-dione